N-[(3-Fluoro-4-methoxypyridin-2-yl)methyl]-3-(methoxymethyl)-1-({4-[(2-oxopyridin-1-yl)methyl]phenyl}methyl)pyrazole-4-carboxamide sulfate S(=O)(=O)(O)O.FC=1C(=NC=CC1OC)CNC(=O)C=1C(=NN(C1)CC1=CC=C(C=C1)CN1C(C=CC=C1)=O)COC